ethyl 4-furan-2-yl-2,4-dioxo-butyrate O1C(=CC=C1)C(CC(C(=O)OCC)=O)=O